methyl-2-(phenylethynyl)-1-(vinyloxy)benzene CC=1C(=C(C=CC1)OC=C)C#CC1=CC=CC=C1